O.[Na].S(=O)(=O)(OC(C1=NC=CC=C1)OS(=O)(=O)OC1=CC=CC=C1)OC1=CC=CC=C1 4'-(pyridin-2-ylmethylene) bis-phenyl bis-sulfate Sodium salt monohydrate